TETRAMETHYL-AMMONIUM CHLORIDE [Cl-].C[N+](C)(C)C